t-butyl 2-(2-formyl-5-(trifluoromethyl)phenoxy)-2-methylpropanoate C(=O)C1=C(OC(C(=O)OC(C)(C)C)(C)C)C=C(C=C1)C(F)(F)F